COC1=NC=CC=C1COC=1C=CC2=C(C(=C(S2)C)C(=O)N[C@@H](C(=O)N)C)C1 (2R)-2-({5-[(2-methoxypyridin-3-yl)methoxy]-2-methyl-1-benzothiophen-3-yl}formamido)propanamide